N-9-fluorenyl-methoxycarbonyl-N'-trityl-L-histidine C1=CC=CC=2C3=CC=CC=C3C(C12)N([C@@H](CC1=CN(C=N1)C(C1=CC=CC=C1)(C1=CC=CC=C1)C1=CC=CC=C1)C(=O)O)C(=O)OC